2-methyl-N'-(((S)-2-methyl-2,4,5,6-tetrahydro-1H-cyclobuta[i]inden-3-yl)carbamoyl)-2,3-dihydropyrazolo[5,1-b]oxazole-7-sulfonimidamide CC1CN2C(O1)=C(C=N2)S(=O)(N)=NC(NC2=C1C3(C=CCCC3C2)C[C@@H]1C)=O